COC1=C(C=CC=C1)N1N=CC(=C1)C=O 1-(2-methoxyphenyl)pyrazole-4-carboxaldehyde